dichlorophenyl-triazole ClC=1C(=C(C=CC1)C=1N=NNC1)Cl